1-(7-(1,4-dioxa-8-azaspiro[4.5]dec-8-yl)imidazo[1,2-a]pyridin-3-yl)dihydropyrimidine-2,4(1H,3H)-dione O1CCOC12CCN(CC2)C2=CC=1N(C=C2)C(=CN1)N1C(NC(CC1)=O)=O